(S)-2-(((R)-2,2-difluoro-1-(3-methoxyphenyl)ethyl)amino)-5,5-dimethylhexanoic acid FC([C@@H](C1=CC(=CC=C1)OC)N[C@H](C(=O)O)CCC(C)(C)C)F